C([C@H](O)C)(=O)O.C(C[2H])=O acetaldehyde-d D-lactate